4-bromo-1-phenyl-1H-imidazole BrC=1N=CN(C1)C1=CC=CC=C1